6-hydroxy-2-(6-n-propyl-2-pyridyl)-5-(trifluoromethyl)-4(3H)-pyrimidinone OC1=C(C(NC(=N1)C1=NC(=CC=C1)CCC)=O)C(F)(F)F